(Z)-3-(4-(2-(4-(1-(4-hydroxyphenyl)-2-phenylbut-1-en-1-yl)phenoxy)ethoxy)-1-oxoisoindolin-2-yl)piperidine-2,6-dione OC1=CC=C(C=C1)/C(=C(\CC)/C1=CC=CC=C1)/C1=CC=C(OCCOC2=C3CN(C(C3=CC=C2)=O)C2C(NC(CC2)=O)=O)C=C1